[N+](=O)([O-])C=1N(C=CN1)CCN1CCC(CC1)CCO 2-(1-(2-(2-Nitro-1H-imidazol-1-yl)ethyl)piperidin-4-yl)ethan-1-ol